Cl.COC1C(CC1)NN (2-Methoxycyclobutyl)hydrazine hydrochloride